OC1=C(C2=CC=CC=C2C=C1)C=1NC=CN1 2-(2-hydroxynaphthalen-1-yl)imidazole